N-(6-(2-chloro-5-fluorophenyl)-8-oxo-7,8-dihydro-6H-[1,3]dioxolo[4,5-e]isoindol-5-yl)-3-fluoro-5-(trifluoromethyl)benzamide ClC1=C(C=C(C=C1)F)C1NC(C2=C3C(=CC(=C12)NC(C1=CC(=CC(=C1)C(F)(F)F)F)=O)OCO3)=O